1-tert-butyl-N-{[3-(4-{[(3S,4R)-3-fluoro-1-(2-methoxyethyl)piperidin-4-yl]amino}-1-(2,2,2-trifluoroethyl)-1H-indol-2-yl)-1,2,4-oxadiazol-5-yl]methyl}-1H-pyrazole-4-carboxamide C(C)(C)(C)N1N=CC(=C1)C(=O)NCC1=NC(=NO1)C=1N(C2=CC=CC(=C2C1)N[C@H]1[C@H](CN(CC1)CCOC)F)CC(F)(F)F